C1(CC1)N1N=NC2=C1C=CC(=C2)C2=NC(=NO2)C2=CC(=NC=C2)OC cyclopropyl-5-[3-(2-methoxypyridin-4-yl)-1,2,4-oxadiazol-5-yl]-1H-1,2,3-benzotriazole